4-(2-Chloro-3-(9-(5-chloro-2-methoxybenzyl)-6-(1-methylcyclopropoxy)-9H-purin-8-yl)phenoxy)-3-methylbutanoic acid ClC1=C(OCC(CC(=O)O)C)C=CC=C1C=1N(C2=NC=NC(=C2N1)OC1(CC1)C)CC1=C(C=CC(=C1)Cl)OC